C(=O)(O)C1=CC=C(C=C1)C=1C(=CC=CC1)C1=CC=CC=C1 (4-carboxy)terphenyl